CC1=NOC(=C1)C1(CCC2(OCCO2)CC1)C1=CC=CC=C1 3-Methyl-5-(8-phenyl-1,4-dioxaspiro[4.5]decan-8-yl)isoxazole